OCCN1CCNCC1 N-2-hydroxylethylpiperazin